C(C)(C)C1[C-](C2=C(C=CC=C(C2C1)C)C)C iso-propyl-1,4,8-trimethyl-dihydroazulenid